4-(quinoxalinyloxy)cyclohexanone tert-butyl-(4-(3-((4-methyl-3-(trifluoromethyl)phenyl)carbamoyl)piperidin-2-yl)phenyl)carbamate C(C)(C)(C)N(C(O)=O)C1=CC=C(C=C1)C1NCCCC1C(NC1=CC(=C(C=C1)C)C(F)(F)F)=O.N1=C(C=NC2=CC=CC=C12)OC1CCC(CC1)=O